C(C)C1(CCC=2NC3=CC=CC=C3C2C1)C=O 3-ethyl-2,3,4,9-tetrahydro-1H-carbazol-3-carbaldehyde